F[C@@H]1C[C@@]2(CCCN2C1)COC=1N=C(C2=C(N1)C(=C(N=C2)C2=CC(=CC1=CC=C(C(=C21)C#C)F)O)F)N2[C@H](COCC2)COC 4-(2-{[(2R,7aS)-2-fluoro-hexahydro-1H-pyrrolizin-7a-yl]methoxy}-8-fluoro-4-[(3S)-3-(methoxymethyl)morpholin-4-yl]pyrido[4,3-d]pyrimidin-7-yl)-5-ethynyl-6-fluoronaphthalen-2-ol